N1=C(C=CC=C1)N 2-pyridinamine